(R)-N-(1-(2-fluoro-3-(trifluoromethyl)phenyl)ethyl)-7-methoxy-2-methyl-6-(4-(tetrahydro-2H-pyran-4-yl)piperazin-1-yl)pyrido[2,3-d]pyrimidin-4-amine FC1=C(C=CC=C1C(F)(F)F)[C@@H](C)NC=1C2=C(N=C(N1)C)N=C(C(=C2)N2CCN(CC2)C2CCOCC2)OC